BrC=1SC(=C2NCC(CC21)(F)F)C(=O)OC methyl 5-bromo-3,3-difluoro-2,4-dihydro-1H-thieno[3,4-b]pyridine-7-carboxylate